CC1=CC=C(C=C1)S(=O)(=O)[O-].[NH+]1=CC=CC=C1 pyridinium-p-toluenesulfonic acid salt